CN(\C=C\C(CCC1(CC1)C)=O)C (E)-1-(dimethylamino)-5-(1-methylcyclopropyl)pent-1-en-3-one